CN1N=CC(=C1C(=O)OC(C)(C)C)C1=NC=C(C(=N1)C)OS(=O)(=O)C tert-butyl 1-methyl-4-(4-methyl-5-((methylsulfonyl) oxy) pyrimidin-2-yl)-1H-pyrazole-5-carboxylate